methyl-4-naphthyridin-amine CC1=NC2=NC=CC=C2C(=C1)N